ethyl 6,6-dimethyl-1-(tetrahydropyran-2-yl)-4,5,6,7-tetrahydro-1H-indazole-3-carboxylate CC1(CCC=2C(=NN(C2C1)C1OCCCC1)C(=O)OCC)C